ClC=1C=C(C(=NC1)C=O)C#C[Si](C)(C)C 5-chloro-3-((trimethylsilyl)ethynyl)picolinaldehyde